2,6-dimethylphenyl (2,4-dimethoxyphenyl)(2-((4-(4-methylpiperazin-1-yl)phenyl)amino)pyrimidin-4-yl)carbamate COC1=C(C=CC(=C1)OC)N(C(OC1=C(C=CC=C1C)C)=O)C1=NC(=NC=C1)NC1=CC=C(C=C1)N1CCN(CC1)C